N-[4-(4-amino-2-ethyl-imidazo[4,5-c]quinolin-1-yl)butyl]methanesulfonamide NC1=NC=2C=CC=CC2C2=C1N=C(N2CCCCNS(=O)(=O)C)CC